BrC=1C=CC2=C(SC=C2)C1 6-bromobenzo[B]thiophene